COC1=NC2=C(C(=CC=C2C=C1C(=O)OC)C(=C)C)C(=O)NC1=CSC=C1 methyl 2-methoxy-7-(prop-1-en-2-yl)-8-[(thiophen-3-ylamino)carbonyl]quinoline-3-carboxylate